C1(=CC=CC=C1)N1C2=CC=CC=C2C=2C=C(C=CC12)C=1C=C(N)C=CC1 3-(9-phenyl-9H-carbazole-3-yl)aniline